3-amino-7-bromo-2,3-dihydro-1H-indene-1-carboxylic acid NC1CC(C2=C(C=CC=C12)Br)C(=O)O